C=C1C(NC(C(N1)=O)=CC=1N=CN(C1C(C)C)CC1=C(C=CC=C1)Br)=O methylene-6-((5-isopropyl-1-o-bromobenzylimidazol-4-yl)methylene)piperazine-2,5-dione